C[C@@H]1[C@@H](CC(C1)=O)C(=O)OCC |r| (±)-ethyl (1R*,2S*)-2-methyl-4-oxocyclopentane-1-carboxylate